NC1=NC=CC(=C1I)OC1=C(C=C(C=C1)NC(=O)C=1C(N(C(N(C1)C1CCOCC1)=O)C1=CC=C(C=C1)F)=O)F N-(4-(2-amino-3-iodopyridin-4-yloxy)-3-fluorophenyl)-3-(4-fluorophenyl)-2,4-dioxo-1-(tetrahydro-2H-pyran-4-yl)-1,2,3,4-tetrahydropyrimidine-5-carboxamide